O=C1NC(CCC1N1C(C2=CC=C(C=C2C1)CNC(C(C1=CC=C(C=C1)C1=CC=C(C=C1)F)(F)F)=O)=O)=O N-((2-(2,6-dioxopiperidin-3-yl)-1-oxoisoindolin-5-yl)methyl)-2,2-difluoro-2-(4'-fluorobiphenyl-4-yl)acetamide